ClC1=C(C(=CC=C1)NC1=CC=NN1C)C1(CC1)C(=O)O 1-(2-Chloro-6-((1-methyl-1H-pyrazol-5-yl)amino)phenyl)cyclopropane-1-carboxylic acid